2,4-dimethyl-9-(5-methylfuran-2-yl)-7,8-dihydro-[1,3]dioxolo[4,5-g]isoquinolin CC1OC=2C(=C(C=3CCN=CC3C2C)C=2OC(=CC2)C)O1